ClC1=CC(=C(C=C1)C1(OCC(O1)CO)C)F (2-(4-Chloro-2-fluorophenyl)-2-methyl-1,3-dioxolan-4-yl)methanol